2-Methyl-5-[2-(piperidin-4-yl)[1,3]thiazolo[5,4-d]pyrimidin-5-yl]-2H-indazol-7-carbonitril-Hydrochlorid Cl.CN1N=C2C(=CC(=CC2=C1)C=1N=CC2=C(N1)SC(=N2)C2CCNCC2)C#N